COC(=O)C1C(C2(C1)CCC2)C2=C(N(C1=CC=C(C=C21)OCC2=CC=CC=C2)C2=CC(=C(C=C2)F)C)C(C)C (5-(benzyloxy)-1-(4-fluoro-3-methylphenyl)-2-isopropyl-1H-indol-3-yl)spiro[3.3]heptane-2-carboxylic acid methyl ester